C[C@H]1CNCC2=CC=CC=C12 (4R)-4-methyl-1,2,3,4-tetrahydroisoquinoline